1,4-Dibromophthalazine BrC1=NN=C(C2=CC=CC=C12)Br